2-[N-(3,4-dichlorophenyl)]aminobenzooxazol ClC=1C=C(C=CC1Cl)NC=1OC2=C(N1)C=CC=C2